7-[4-[4-(2,3-dichlorophenyl)-1-piperazinyl]butoxy]-3,4-dihydro-2(1H)-quinolone ClC1=C(C=CC=C1Cl)N1CCN(CC1)CCCCOC1=CC=C2CCC(NC2=C1)=O